Cl.Cl.C(CCCCCCCCCN1C=CC(C=C1)=CCCCCCCCN)N1C=CC(C=C1)=CCCCCCCCN (1,10-decanediyldi-1-pyridinyl-4-ylidene)-bis-(1-octanamine)-dihydrochloride